benzyl (2S)-2-(cyanomethyl)-4-[6-[(3-methoxy-1-naphthyl)carbamoyl]-2-[2-(1-methylpyrrolidin-2-yl)ethoxy]pyrimidin-4-yl]piperazine-1-carboxylate C(#N)C[C@@H]1N(CCN(C1)C1=NC(=NC(=C1)C(NC1=CC(=CC2=CC=CC=C12)OC)=O)OCCC1N(CCC1)C)C(=O)OCC1=CC=CC=C1